2-(4-{4-[(3-fluorobenzyl)sulfonyl]-2-nitrophenyl}piperazin-1-yl)ethan-1-ol FC=1C=C(CS(=O)(=O)C2=CC(=C(C=C2)N2CCN(CC2)CCO)[N+](=O)[O-])C=CC1